NC1(C(C(C(CC1)=O)=O)=O)C1=CC=CC=C1 aminophenyl-cyclohexanetrione